ClC1=C(C=CC=C1)C=1C(=CC=CC1)C=1C(=CC=CC1)C=1C(=CC=CC1)C1=CC=CC=C1 chloro-1,1':2',1'':2'',1''':2''',1''''-quinquephenyl